N(=C=O)CC12C3(CCC(C2CCC1)C3)CN=C=O bis(isocyanatomethyl)-tricyclo[5.2.1.02,6]decane